10-(6-exo-hydroxy-3-phenyl-3a-(1-phenylvinyl)-1,3a,4,5,6,6a-hexahydropentalen-2-yl)decyl (2-(trimethylammonio)ethyl) phosphate P(=O)(OCCCCCCCCCCC=1CC2C(CCC2(C1C1=CC=CC=C1)C(=C)C1=CC=CC=C1)O)(OCC[N+](C)(C)C)[O-]